CN1N=CC(=C1C1N(CCC1)CC1=CC=C(OC2=C(C=C(C(=O)N)C=C2)F)C=C1)C 4-(4-{[2-(1,4-dimethyl-1H-pyrazol-5-yl)pyrrolidin-1-yl]methyl}phenoxy)-3-fluorobenzamide